Cl.N1=CC(=CC=C1)CON O-(3-Pyridinylmethyl)hydroxylamine hydrochloride